di-(2-hexoxyethoxyethyl)-glutarate C(CCCCC)OCCOCCOC(CCCC(=O)OCCOCCOCCCCCC)=O